4-((N,N-dimethylsulfamoyl)carbamoyl)-2-fluoro-3-isopropoxybenzoic acid CN(S(=O)(=O)NC(=O)C1=C(C(=C(C(=O)O)C=C1)F)OC(C)C)C